7-bromo-1-tert-butoxycarbonyl-6-fluoro-indole-2-carboxylic acid BrC=1C(=CC=C2C=C(N(C12)C(=O)OC(C)(C)C)C(=O)O)F